benzamidomethyl-16-oxo-androst-5-ene-3β-ol acetate C(C)(=O)O[C@@H]1CC2=CC[C@H]3[C@@H]4CC(C[C@@]4(CCNC(C4=CC=CC=C4)=O)CC[C@@H]3[C@]2(CC1)C)=O